CN(C1CCN(CC1)C=1C=CC(=NC1)NC1=NC=NC(=C1)N1OCC[C@@H]1C1=CC=CC=C1)C (R)-N-(5-(4-(dimethylamino)piperidin-1-yl)pyridin-2-yl)-6-(3-phenylisoxazolidin-2-yl)pyrimidine-4-amine